(L-leucyl)-1-methyl-D-tryptophan N[C@@H](CC(C)C)C(=O)N[C@H](CC1=CN(C2=CC=CC=C12)C)C(=O)O